COC=1CN(CCN1)C(=O)OCC1=CC=CC=C1 benzyl 3-methoxy-5,6-dihydropyrazine-1(2H)-carboxylate